C(=O)C=1C=CC(=C(COC2=CC=C(C=C2)NC(C)=O)C1)OC N-(4-((5-FORMYL-2-METHOXYBENZYL)OXY)PHENYL)ACETAMIDE